BrC1=C(C(=CC=2C(COC21)C)C(=O)O)F 7-bromo-6-fluoro-3-methyl-2,3-dihydrobenzofuran-5-carboxylic acid